1,6,8b-trihydroxy-8-methoxy-3a-(4-methoxyphenyl)-3-phenyl-2,3,3a,8b-tetrahydro-1H-cyclopenta[b]benzofuran-2-carboxylate OC1C(C(C2(OC3=C(C21O)C(=CC(=C3)O)OC)C3=CC=C(C=C3)OC)C3=CC=CC=C3)C(=O)[O-]